ClC1=NC=C2N(C(N(C2=N1)C1C2CC3(CC(CC1C3)C2)C(=O)OC(C)(C)C)=O)C tert-Butyl 4-(2-chloro-7-methyl-8-oxo-7,8-dihydro-9H-purin-9-yl)adamantane-1-carboxylate